C1=CC=C(C=C1)N(C2=CC=CC=C2)C3=C(C(=C(C=C3)N)N)N triaminotriphenylamine